(7R)-2-boranyl-3-chloro-7-methyl-5H,6H,7H-pyrazolo[1,5-a]pyrazin-4-one BC1=NN2C(C(NC[C@H]2C)=O)=C1Cl